CC1(O[C@H]([C@@H](O1)CO)CO)C (4S,5S)-2,2-dimethyl-1,3-dioxolane-4,5-dimethanol